2-{[(S)-3-methyl-1-piperidyl]methyl}-4-cyclopropyl-6-{6-cyclopropyl-4-[4-fluoro-2-(1-methyl-2-imidazolyl)phenyl]-2-pyridyl}-1,6-dihydro-1,6-diaza-7-indenone C[C@@H]1CN(CCC1)CC=1NC=2C(N(C=C(C2C1)C1CC1)C1=NC(=CC(=C1)C1=C(C=C(C=C1)F)C=1N(C=CN1)C)C1CC1)=O